5-Ethyl-4-(4-(4-methylpiperazin-1-yl)piperidin-1-yl)-2-(oxetan-3-yloxy)aniline C(C)C=1C(=CC(=C(N)C1)OC1COC1)N1CCC(CC1)N1CCN(CC1)C